C(CN1C(C=2C(C1=O)=C(C(=C(C2Br)Br)Br)Br)=O)N2C(C=1C(C2=O)=C(C(=C(C1Br)Br)Br)Br)=O N,N'-ethylene-bis-(tetrabromophthalimide)